4-((3-hydroxypropyl)amino)butan-1-ol OCCCNCCCCO